N-[(6-Amino-2-pyridyl)sulfonyl]-6-(3-fluoro-5-isobutoxyphenyl)-2-[(1-methylcyclopropyl)methoxy]pyridin-3-carboxamid NC1=CC=CC(=N1)S(=O)(=O)NC(=O)C=1C(=NC(=CC1)C1=CC(=CC(=C1)OCC(C)C)F)OCC1(CC1)C